5-bromo-7-(hydroxymethyl)-3,4-dihydroisoquinolin-1(2H)-one BrC1=C2CCNC(C2=CC(=C1)CO)=O